C(C)(C)C1=CC=C(C=C1)C1=CC(=NC(=C1C#N)OCC1OC1)C1=NC=CC=C1 4-(4-Isopropyl-phenyl)-6-oxiranylmethoxy-[2,2']bipyridinyl-5-carbonitrile